butyl 8-(2-hydroxyethyl)-5-methyl-7-oxo-2,5,8-triazaspiro[3.5]nonane-2-carboxylate OCCN1C(CN(C2(CN(C2)C(=O)OCCCC)C1)C)=O